FC1=CC2=C(C(=C(O2)C)C(=O)OCC)C=C1SC1=CC=CC=C1 ethyl 6-fluoro-2-methyl-5-(phenylthio)benzofuran-3-carboxylate